CN(CCCOC1=CC=CC=N1)C 6-(3-(dimethylamino)propoxy)pyridine